C(C)(C)(C)OC(CCC=C)=O pent-4-enoic acid tert-butyl ester